O1C2(C(=C(C(=C1)O)O)O)OCC1=CC=CC=C12 spiro(isobenzofuran-1(3H),2'-(2H)pyran)-3',4',5'-triol